2-(4-cyano-3-fluorophenyl)-3-(3-fluoro-4-methoxyphenyl)-6-iodoisonicotinic acid C(#N)C1=C(C=C(C=C1)C=1C(=C(C(=O)O)C=C(N1)I)C1=CC(=C(C=C1)OC)F)F